CC(C(=O)OC(C(CCCC)C)=O)CCCC 2-methylhexanoic anhydride